1-(4,6-dichloro-1H-pyrrolo[3,2-c]pyridin-1-yl)-2-methylpropan-2-ol ClC1=NC(=CC2=C1C=CN2CC(C)(O)C)Cl